SCCCCC(CCC)O 8-mercapto-4-octanol